[C@H]12CN(C[C@H](CC1)N2)C=2C1=C(N=C(N2)OC([2H])([2H])C23CCCN3CCC2)C(N(C=C1)C1=CC(=CC2=CC=C(C(=C12)F)F)O)=O 4-((1R,5S)-3,8-Diazabicyclo[3.2.1]octan-3-yl)-7-(7,8-difluoro-3-hydroxynaphthalen-1-yl)-2-((tetrahydro-1H-pyrrolizin-7a(5H)-yl)methoxy-d2)pyrido[3,4-d]pyrimidin-8(7H)-one